methyl beta-naphthyl ether C1=C(C=CC2=CC=CC=C12)OC